3-Fluoro-N'-((1,2,3,5,6,7-hexahydrodicyclopenta[b,e]pyridin-8-yl)carbamoyl)-4-(2-hydroxypropan-2-yl)thiophene-2-sulfonimidamide FC1=C(SC=C1C(C)(C)O)S(=O)(N)=NC(NC1=C2C(=NC3=C1CCC3)CCC2)=O